C(=C)C1=CC=C(C(=O)OC2=CC=3C(C4=CC=C(C=C4C(C3C=C2)=O)OC(C2=CC=C(C=C2)C=C)=O)=O)C=C1 9,10-dioxo-9,10-dihydroanthracene-2,6-diyl bis(4-vinyl benzoate)